2-Benzyloxy-N-methyl-6-nitro-aniline C(C1=CC=CC=C1)OC1=C(NC)C(=CC=C1)[N+](=O)[O-]